Propyl 4-[(2R)-2-hydroxy-3-{[3-(1-methyl-1H-pyrazol-4-yl)phenyl]formamido}propanamido]-2-methyl-1H-imidazole-1-carboxylate O[C@@H](C(=O)NC=1N=C(N(C1)C(=O)OCCC)C)CNC(=O)C1=CC(=CC=C1)C=1C=NN(C1)C